O=C1NC(CCC1N1C(C2=CC=CC(=C2C1=O)OCCOC(C(=O)O)C)=O)=O 2-(2-((2-(2,6-dioxopiperidin-3-yl)-1,3-dioxoisoindolin-4-yl)oxy)ethoxy)propanoic acid